(S)-2-(cyclopropylsulfonyl)-6-(3-methyl-1H-pyrrolo[2,3-B]pyridin-5-yl)-8-(pyrrolidin-2-yl)-1,2,3,4-tetrahydroisoquinoline C1(CC1)S(=O)(=O)N1CC2=C(C=C(C=C2CC1)C=1C=C2C(=NC1)NC=C2C)[C@H]2NCCC2